copper aluminum calcium titanium [Ti].[Ca].[Al].[Cu]